(4-(5-fluoroindolin-1-yl)pyrido[3,2-d]pyrimidin-6-yl)-1-(2-oxo-2-(piperazin-1-yl)ethyl)pyridin-2(1H)-one FC=1C=C2CCN(C2=CC1)C=1C2=C(N=CN1)C=CC(=N2)C=2C(N(C=CC2)CC(N2CCNCC2)=O)=O